C(CCC)C1=CC(=C(C=C1CCCC)CC(C)NC(OC(C)(C)C)=O)OC tert-butyl (1-(4,5-dibutyl-2-methoxyphenyl)propan-2-yl)carbamate